3,3-dimethylnonane CC(CC)(CCCCCC)C